SCC(CCS)O 1,4-disulfanyl-2-butanol